S(N)(=O)(=O)OCC(CO)(CO)CO pentaerythritol sulfamate